N1(C=NC=2C=NC=CC21)CC2(CC1(CNC(O1)=O)CCC2)C 7-((1H-imidazo[4,5-c]pyridin-1-yl)methyl)-7-methyl-1-oxa-3-azaspiro[4.5]decan-2-one